N-Methyl-Cyclohexylamine CNC1CCCCC1